tert-butyl 6-[3-(methylamino)phenyl]-2,6-diazaspiro[3.3]heptane-2-carboxylate CNC=1C=C(C=CC1)N1CC2(CN(C2)C(=O)OC(C)(C)C)C1